(6aR,9S,10aR)-3-(hexyldimethylsilyl)-9-hydroxymethyl-6,6-dimethyl-6a,7,10,10a-tetrahydro-6H-dibenzo[b,d]pyran-1-ol C(CCCCC)[Si](C=1C=C(C2=C(OC([C@H]3[C@H]2CC(=CC3)CO)(C)C)C1)O)(C)C